C(C1=CC=CC=C1)OC(=O)N(N)C1=C(C=C(C=C1C)C1CC1)C (4-cyclopropyl-2,6-dimethylphenyl)hydrazine-1-carboxylic acid benzyl ester